N-(4-(2-methyl-2H-pyrazolo[3,4-c]pyridin-3-yl)pyridin-2-yl)cyclopropane-carboxamide CN1N=C2C=NC=CC2=C1C1=CC(=NC=C1)NC(=O)C1CC1